C(C)C=1C=C(C=C(C1)C(F)(F)F)CC(=O)Cl 2-[3-ethyl-5-(trifluoromethyl)phenyl]Acetyl chloride